2-(4-(2-fluoro-4-hydroxy-3-isopropylbenzyl)-3-(prop-1-en-2-yl)phenoxy)-N-methylacetamide FC1=C(CC2=C(C=C(OCC(=O)NC)C=C2)C(=C)C)C=CC(=C1C(C)C)O